ClC1=C(C=CC(=C1)Cl)C=1CCCC2=C(C1C1=CC=C(C=C1)C=C1CN(C1)CCCF)C=CC(=C2)C(=O)OC Methyl 8-(2,4-dichlorophenyl)-9-(4-((1-(3-fluoropropyl)azetidin-3-ylidene)methyl)phenyl)-6,7-dihydro-5H-benzo[7]annulene-3-carboxylate